Racemic-5-{trans-3-[5-(3-fluorophenyl)isoxazol-3-yl]-2,2-dimethylcyclopropyl}pyridine-2-sulfonamide FC=1C=C(C=CC1)C1=CC(=NO1)[C@@H]1C([C@H]1C=1C=CC(=NC1)S(=O)(=O)N)(C)C |r|